3-(3-(4-(7-((1R,4R)-5-methyl-2,5-diazabicyclo[2.2.1]heptan-2-yl)quinoxalin-2-yl)-1H-pyrazol-1-yl)cyclobutyl)propan-1-amine CN1[C@H]2CN([C@@H](C1)C2)C2=CC=C1N=CC(=NC1=C2)C=2C=NN(C2)C2CC(C2)CCCN